Methyl 7-chloro-2-(chloromethyl)-1-(oxetan-2-ylmethyl)-1H-benzo[d]imidazole-6-carboxylate ClC1=C(C=CC2=C1N(C(=N2)CCl)CC2OCC2)C(=O)OC